Tert-butyl (5-ethyl-1,7-dimethyl-4-oxo-4,5-dihydro-1H-pyrrolo[3,2-c]pyridin-3-yl)carbamate C(C)N1C(C2=C(C(=C1)C)N(C=C2NC(OC(C)(C)C)=O)C)=O